OC1=CC=CC2=C1N=C1N2CCN([C@H]1C)C(=O)OCCCC butyl (S)-9-hydroxy-1-methyl-3,4-dihydrobenzo[4,5]imidazo[1,2-a]pyrazine-2(1H)-carboxylate